di-tert-butyl [5-bromo-3-(trifluoromethyl)pyrazin-2-yl]-2-imidodicarbonate BrC=1N=C(C(=NC1)N(C(=O)OC(C)(C)C)C(=O)OC(C)(C)C)C(F)(F)F